(+)-Di-p-tolyl-D-tartaric acid C1(=CC=C(C=C1)[C@@]([C@@](C(=O)O)(O)C1=CC=C(C=C1)C)(O)C(=O)O)C